(4-fluorophenylethyl)-4,5-dihydro-1H-imidazol-2-amine hydrochloride Cl.FC1=CC=C(C=C1)CCN1C(=NCC1)N